C1(CC1)C1=CC(=C(C=C1)N1N=C2CC(NCC3C2=C1CCN3C(=O)OC(C)(C)C)=O)OCOC tert-butyl 2-(4-cyclopropyl-2-(methoxymethoxy)phenyl)-8-oxo-2,3,4,5a,6,7,8,9-octahydro-5H-1,2,5,7-tetraazabenzo[cd]azulene-5-carboxylate